C(C)OC(C1=CC(=CC(=C1)F)[C@H](C)OCC)=O.N1C(=NC2=C1C=CC=C2)[C@@H]2[C@H](C2)C(=O)NC2(CC2)C(=O)NC2=CC(=CC=C2)C(F)(F)F 1-((1S,2S)-2-(1H-benzo[d]imidazol-2-yl)cyclopropane-1-carboxamido)-N-(3-(trifluoromethyl)phenyl)cyclopropane-1-carboxamide (S)-ethyl-3-(1-ethoxyethyl)-5-fluorobenzoate